C(C)(C)OC1=CC=2N(C=C1C(=O)OC)C=C(N2)C2CCOCC2 Methyl 7-isopropoxy-2-(tetrahydro-2H-pyran-4-yl)imidazo[1,2-a]pyridine-6-carboxylate